OC1=CC=C(C=C1)OC para-hydroxyanisole